3-(4-(((6-(4,4-difluoropiperidin-1-yl)-6-oxohexyl)(methyl)amino)methyl)-3-methyl-2-oxo-2,3-dihydro-1H-benzo[d]imidazol-1-yl)piperidine-2,6-dione FC1(CCN(CC1)C(CCCCCN(C)CC1=CC=CC=2N(C(N(C21)C)=O)C2C(NC(CC2)=O)=O)=O)F